6-(4-chlorophenyl)-3-oxo-2,3,4,5-tetrahydropyridazine-4-carboxylic acid ethyl ester C(C)OC(=O)C1C(NN=C(C1)C1=CC=C(C=C1)Cl)=O